rel-1-[(3'R)-3'H-spiro[cyclopropane-1,2'-furo[3,2-b]pyridin]-3'-yl]methylamine dihydrochloride Cl.Cl.O1C2([C@@H](C3=NC=CC=C31)CN)CC2 |o1:4|